Cl.C(C)OC(C(CC(C)N)C)=O 4-amino-2-methyl-pentanoic acid ethyl ester hydrochloride